C(C)(C)(C)C1=CC=C(C=C)C=C1 p-tertbutylstyrene